C(C)(C)(C)[Si](C)(C)OCC1=CC(=C(C=C1)C=1N(C=C(N1)C(F)(F)F)CC)F tert-butyl-[[4-[1-ethyl-4-(trifluoromethyl)imidazol-2-yl]-3-fluoro-phenyl]methoxy]-dimethyl-silane